1-(4-(benzyloxy)-3,5-difluoro-2-iodophenyl)-2-diazaethanone C(C1=CC=CC=C1)OC1=C(C(=C(C=C1F)NN=O)I)F